4-(9H-fluoren-9-yl)piperidine C1=CC=CC=2C3=CC=CC=C3C(C12)C1CCNCC1